3,10-bis[N-(9-phenyl-9H-carbazole-2-yl)-N-phenylamino]naphtho[2,3-b:6,7-b']Bisbenzofuran C1(=CC=CC=C1)N1C2=CC=CC=C2C=2C=CC(=CC12)N(C1=CC=CC=C1)C1=CC2=C(C3=C(O2)C=C2C=C4C(OC5=C4C=CC(=C5)N(C5=CC=4N(C6=CC=CC=C6C4C=C5)C5=CC=CC=C5)C5=CC=CC=C5)=CC2=C3)C=C1